ethylene glycol monomyristyl ether C(CCCCCCCCCCCCC)OCCO